tert-butyl N-[[3-[[3-amino-6-[4-(9-hydroxy-1,1,3-trimethyl-3-tetrahydropyran-2-yloxynonyl)sulfonylphenyl]pyrazine-2-carbonyl]amino]-2-hydroxy-phenyl]methyl]-N-methyl-carbamate NC=1C(=NC(=CN1)C1=CC=C(C=C1)S(=O)(=O)C(CC(CCCCCCO)(OC1OCCCC1)C)(C)C)C(=O)NC=1C(=C(C=CC1)CN(C(OC(C)(C)C)=O)C)O